C1(CC2C(CC1)O2)COC(=O)C2CC1C(CC2)O1.C(C)(C)(C)C=1C=C(C=C(C1)C(C)(OC)C)C(C)(C)OC 5-t-butyl-1,3-bis(1-methyl-1-methoxyethyl)benzene 3,4-epoxycyclohexylmethyl-3,4-epoxy-cyclohexanecarboxylate